C1(=CC=CC=C1)S(=O)(=O)OC=1C=C(C=CC1)NC(=O)N [3-(phenylsulfonyloxy)phenyl]urea